methyl-2-(p-chlorobenzylideneamino)phenylglycine methyl-9-(((pentylthio)methyl)thio)-nonanoate CC(C(=O)O)CCCCCCCSCSCCCCC.CNC(C1=C(C=CC=C1)N=CC1=CC=C(C=C1)Cl)C(=O)O